(2-amino-2-(hydroxyimino)ethyl)phosphonic acid hydrogen pentyl ester C(CCCC)OP(O)(=O)CC(=NO)N